Cl.C(C)(=O)NC1=C(C=C(C(=O)NCCN(CC)CC)C=C1)Cl 4-Acetamido-3-chloro-N-[2-(diethylamino)ethyl]benzamide hydrochloride